α-Acetaminocinnamic acid N(C(=O)C)C(C(=O)O)=CC1=CC=CC=C1